CC1CC(C(C2=CC=CC=C12)=O)C(C)=O 4-methyl-2-acetyl-1-tetralone